C(C)(C)(C)OC(=O)N1[C@H](CC1)COC=1C=NN(C1C1=CC=2N(C=C1)N=C(C2)NC2=NC=C(C(=O)O)C=C2)C (R)-6-((5-(4-((1-(tert-butoxycarbonyl)azetidin-2-yl)methoxy)-1-methyl-1H-pyrazol-5-yl)pyrazolo[1,5-a]pyridin-2-yl)amino)nicotinic acid